ClC1=C(C=C(C=C1)C1=CC(=CC=C1)OC(F)(F)F)CC(C(=O)NC1=CC=C(C=C1)C1=NN=CN1C)NC(=O)C=1N(N=CC1)C N-[1-[[2-chloro-5-[3-(trifluoromethoxy)phenyl]phenyl]methyl]-2-[4-(4-methyl-1,2,4-triazol-3-yl)anilino]-2-oxo-ethyl]-2-methyl-pyrazole-3-carboxamide